NC1=CC=CC(=N1)S(=O)(=O)NC(=O)C=1C(=NC(=CC1)C1=NC(=CC=C1)OCC(C)C)N1C(CC(C1)C)(C)C N-[(6-Amino-2-pyridyl)sulfonyl]-6-(6-isobutoxy-2-pyridyl)-2-(2,2,4-trimethylpyrrolidin-1-yl)pyridin-3-carboxamid